O=C1N[C@H]([C@@H]2CC[C@H]1N2C(=O)OC(C)(C)C)C(=O)OC 8-tert-butyl 2-methyl (1S,2R,5R)-4-oxo-3,8-diazabicyclo[3.2.1]octane-2,8-dicarboxylate